N-(2-phenyl-1,2,3,4-tetrahydroquinolin-6-yl)trimethylacetamide C1(=CC=CC=C1)C1NC2=CC=C(C=C2CC1)NC(C(C)(C)C)=O